6-(2-((6-Methoxy-2-methylpyridin-3-yl)sulfonyl)-2-azaspiro[3.4]octan-6-yl)-2-oxa-6-azaspiro[3.3]heptane COC1=CC=C(C(=N1)C)S(=O)(=O)N1CC2(C1)CC(CC2)N2CC1(COC1)C2